(3S,4R)-N-[2-(1,1-difluoroethyl)-3-fluoro-phenyl]-1-methyl-4-[1-methyl-3-(chloro)-3H-pyrazol-5-yl]-2-oxo-pyrrolidine-3-carboxamide FC(C)(F)C1=C(C=CC=C1F)NC(=O)[C@H]1C(N(C[C@@H]1C1=CC(NN1C)Cl)C)=O